(R)-3-(8-((1r,4R)-4-(4-(1-(3-amino-6-(3-fluoro-2-hydroxyphenyl)pyridazin-4-yl)-1H-pyrazol-4-yl)piperazin-1-yl)cyclohexyl)-2,3-dihydro-4H-benzo[b][1,4]oxazin-4-yl)piperidine-2,6-dione NC=1N=NC(=CC1N1N=CC(=C1)N1CCN(CC1)C1CCC(CC1)C1=CC=CC2=C1OCCN2[C@H]2C(NC(CC2)=O)=O)C2=C(C(=CC=C2)F)O